(5-bromo-1-methyl-1H-pyrazol-3-yl)methanol BrC1=CC(=NN1C)CO